4-(6-(1-(1-acryloyl-piperidin-4-yl)-1H-pyrazol-4-yl)-4-amino-7-methyl-7H-pyrrolo[2,3-d]pyrimidin-5-yl)-N-(2-methoxy-2-methylpropyl)benzamide C(C=C)(=O)N1CCC(CC1)N1N=CC(=C1)C1=C(C2=C(N=CN=C2N)N1C)C1=CC=C(C(=O)NCC(C)(C)OC)C=C1